(R)-N-((3S,4S)-4-(3-chloro-5-fluorophenyl)-1-(imidazo[1,5-a]pyridine-8-carbonyl)piperidin-3-yl)-3-methyl-2-(2,2,2-trifluoroacetamido)butanamide ClC=1C=C(C=C(C1)F)[C@H]1[C@@H](CN(CC1)C(=O)C=1C=2N(C=CC1)C=NC2)NC([C@@H](C(C)C)NC(C(F)(F)F)=O)=O